ClC=1C=C(C(=NC1)O)N1CCN(CC1)CC(COC1=CC2=CC=C(C=C2C=C1)Cl)O 5-chloro-3-(4-(3-((6-chloronaphthalen-2-yl)oxy)-2-hydroxypropyl)piperazin-1-yl)pyridin-2-ol